FC(C=1C=C(C=C(C1)F)N1N=CC(=C1)C(C(=O)N)C)F 2-(1-(3-(difluoromethyl)-5-fluorophenyl)-1H-pyrazol-4-yl)propanamide